ClC=1C=C2C=NC(=NC2=CC1C1CCC(CC1)(O)C)NC=1C=NN(C1Cl)C1CC1 trans-4-(6-chloro-2-((5-chloro-1-cyclopropyl-1H-pyrazol-4-yl)amino)quinazolin-7-yl)-1-methylcyclohexan-1-ol